C1(CC1)C=1C(=NC(=NC1)C1C=CC(C1)O)OCC1=CC=C(C=C1)OC 4-(5-cyclopropyl-4-((4-methoxybenzyl)oxy)pyrimidin-2-yl)cyclopent-2-en-1-ol